C1(=CC=CC=C1)N1CC(CC1)N(C)C1=C(C=CC=C1)NS(=O)(=O)C1=CC=C(C=C1)S(N(C)C)(=O)=O Phenyl-3-((2-((4-(N,N-dimethylsulfamoyl)phenyl)sulfonamido)phenyl)(methyl)amino)pyrrolidine